N-(3,3,3-trifluoropropyl)-2,3-dihydro-1H-pyrrolo[3,4-c]pyridine-6-carboxamide FC(CCNC(=O)C1=CC2=C(C=N1)CNC2)(F)F